C1(CC1)N1C=C2C(=NN(C(C2=CC1=O)=O)CCO)N[C@H](C)C1=C(C(=CC=C1)C(F)(F)F)C (R)-6-cyclopropyl-2-(2-hydroxyethyl)-4-((1-(2-methyl-3-(trifluoromethyl)phenyl)ethyl)amino)-2,6-dihydropyrido[3,4-d]pyridazine-1,7-dione